2-methyl-N1-(5-methylthiazol-2-yl)terephthalamide CC1=C(C(=O)NC=2SC(=CN2)C)C=CC(=C1)C(=O)N